FC1=CC=C(C=C1)C1=NC=2C(=C3C(=NC2)N(C=C3)S(=O)(=O)C3=CC=CC=C3)N1[C@@H]1CC[C@H](CC1)C#N trans-4-(2-(4-fluorophenyl)-6-(phenylsulfonyl)imidazo[4,5-d]Pyrrolo[2,3-b]Pyridin-1(6H)-yl)cyclohexanecarbonitrile